(1s,4s)-4-N-(2-{3-[(2-fluoro-4-methanesulfonyl-phenyl)amino]prop-1-yn-1-yl}-1-(2,2,2-trifluoroethyl)-1H-indol-4-yl)-1-N,1-N-dimethylcyclohexane-1,4-diamine FC1=C(C=CC(=C1)S(=O)(=O)C)NCC#CC=1N(C2=CC=CC(=C2C1)NC1CCC(CC1)N(C)C)CC(F)(F)F